diphenoxypropoxyphosphine O(C1=CC=CC=C1)C(CCOP)OC1=CC=CC=C1